ClC1=C(C=CC(=C1)N1CCC(CC1)CC(OC)OC)CC(=O)OC methyl 2-[2-chloro-4-[4-(2,2-dimethoxyethyl)-1-piperidinyl] phenyl]-acetate